C[SiH](C)C[Si](Cl)(Cl)C dimethylsilyl-[dimethyldichlorosilane]